undec-8-ene CCCCCCCC=CCC